NCCC1N(CCC1)C 2-(2-aminoethyl)-1-methylpyrrolidine